3-((1r,2r)-1-((1,1'-biphenyl)-4-yl)-2-((chlorophenyl)amino)-5-oxocyclopent-3-en-1-yl)-2,2-difluoropropionic acid ethyl ester C(C)OC(C(C[C@]1([C@@H](C=CC1=O)NC1=C(C=CC=C1)Cl)C1=CC=C(C=C1)C1=CC=CC=C1)(F)F)=O